thio-bis(6-tert-butyl-3-methylphenol) S(C1=C(C(=CC=C1C)C(C)(C)C)O)C1=C(C(=CC=C1C)C(C)(C)C)O